3-chloro-N-(4-chloro-2-methyl-6-(2-(2-methylpropylidene)hydrazine-1-carbonyl)phenyl)-5-(trifluoromethyl)picolinamide ClC=1C(=NC=C(C1)C(F)(F)F)C(=O)NC1=C(C=C(C=C1C(=O)NN=CC(C)C)Cl)C